ethyl 2-chloro-6-(4-chloro-2-fluoro-phenyl)-5-(1,3-dioxolan-2-yl)pyrimidine-4-carboxylate ClC1=NC(=C(C(=N1)C(=O)OCC)C1OCCO1)C1=C(C=C(C=C1)Cl)F